2-methyl-2H-benzotriazole-4-sulfonyl chloride CN1N=C2C(=N1)C=CC=C2S(=O)(=O)Cl